ClC=1N=C(C(=NC1)C(=O)NCC(NCC(F)(F)F)=O)C 5-chloro-3-methyl-N-[2-oxo-2-(2,2,2-trifluoroethylamino)ethyl]pyrazine-2-carboxamide